C(C1CO1)OCCC[Si](OCC)(OCC)OCC 3-glycidyloxy-propyl-triethoxysilan